Ketocumarin O=C1C(OC2=CC=CC=C2C1)=O